3-[(4R)-3-(4-chlorophenyl)-4-phenyl-4,5-dihydro-1H-pyrazol-1-yl]-1-[(4-methoxyphenyl)methyl]-4-methyl-4,5-dihydro-1H-1,2,4-triazol-5-one ClC1=CC=C(C=C1)C1=NN(C[C@H]1C1=CC=CC=C1)C1=NN(C(N1C)=O)CC1=CC=C(C=C1)OC